FC(C(=O)O)(F)F.N[C@H](C(=O)O)CCC(NC1=NC=CC=C1)=O (2S)-2-amino-4-[(pyridine-2-yl)carbamoyl]butanoic acid trifluoroacetic acid salt